(2-chloro-6-fluorobenzyl)-3-oxo-3,4-dihydro-2H-benzo[b][1,4]thiazine-6-carbonitrile ClC1=C(CC2C(NC3=C(S2)C=CC(=C3)C#N)=O)C(=CC=C1)F